FC=1C=C(OC2C[C@@H]3[C@@H](CN(C3)CC(O)C3=CC=C(C=C3)O)C2)C=CC1F rac-4-(2-((3aR,5s,6aS)-5-(3,4-difluorophenoxy)hexahydrocyclopenta[c]pyrrol-2(1H)-yl)-1-hydroxyethyl)phenol